N-(2-(cyclopentyloxy)-5-(4-(4-(2-fluoroacryloyl)piperazin-1-yl)quinazolin-6-yl)pyridin-3-yl)-2,4-difluorobenzenesulfonamide C1(CCCC1)OC1=NC=C(C=C1NS(=O)(=O)C1=C(C=C(C=C1)F)F)C=1C=C2C(=NC=NC2=CC1)N1CCN(CC1)C(C(=C)F)=O